N-((1R,2R,4S)-7-cyano-7-azabicyclo[2.2.1]heptan-2-yl)-2-(1H-pyrrol-1-yl)-1,3-benzothiazole-6-carboxamide C(#N)N1[C@H]2[C@@H](C[C@@H]1CC2)NC(=O)C2=CC1=C(N=C(S1)N1C=CC=C1)C=C2